FC(C1=C(N=NC(=C1)C1=C(C=C(C=C1C)C)O)N1CC[C@@H]2[C@H]1CN(CC2)C(C)=O)F 1-[(3aS,7aS)-1-[4-(difluoromethyl)-6-(2-hydroxy-4,6-dimethyl-phenyl)pyridazin-3-yl]-3,3a,4,5,7,7a-hexahydro-2H-pyrrolo[2,3-c]pyridin-6-yl]ethanone